FC(OC1=CC(=NN1)NC1=NC(=CN=C1)OC1CCN(CCC1)C)F N-(5-(difluoromethoxy)-1H-pyrazol-3-yl)-6-((1-methylazepan-4-yl)oxy)pyrazin-2-amine